(S)-3-(5-(2-hydroxypropan-2-yl)pyridin-3-yl)-3-(5-(2-(5,6,7,8-tetrahydro-1,8-naphthyridin-2-yl)ethoxy)-1H-indazol-1-yl)propanoic acid OC(C)(C)C=1C=C(C=NC1)[C@H](CC(=O)O)N1N=CC2=CC(=CC=C12)OCCC1=NC=2NCCCC2C=C1